ClCCN(CCCCCCC(C(=O)OC(CCCCCCCC)CCCCCCCC)(C)C)CCCCC(C(OCCCCCCCCCCC)=O)(C)C 1-octylnonyl 8-[2-chloroethyl-(5,5-dimethyl-6-oxo-6-undecoxy-hexyl)amino]-2,2-dimethyl-octanoate